(2R)-4-(2,3,4-trichloro-6-hydroxyphenyl)piperazine-2-carboxamide ClC1=C(C(=CC(=C1Cl)Cl)O)N1C[C@@H](NCC1)C(=O)N